2-allyl-6-[4-(4-amino-1-piperidyl)anilino]-1-[(7S)-7-ethyl-7-hydroxy-5,6-dihydrocyclopenta[b]pyridin-2-yl]pyrazolo[3,4-d]pyrimidin-3-one C(C=C)N1N(C2=NC(=NC=C2C1=O)NC1=CC=C(C=C1)N1CCC(CC1)N)C1=CC=C2C(=N1)[C@](CC2)(O)CC